1-((2R,5S)-5-((4-((2-fluoro-3-methyl-4-((1-methyl-1H-benzo[d][1,2,3]triazol-5-yl)oxy)phenyl)amino)pyrido[3,2-d]pyrimidin-6-yl)(methyl)amino)-2-methylpiperidin-1-yl)prop-2-en-1-one FC1=C(C=CC(=C1C)OC1=CC2=C(N(N=N2)C)C=C1)NC=1C2=C(N=CN1)C=CC(=N2)N([C@H]2CC[C@H](N(C2)C(C=C)=O)C)C